CC1=C(C=CC(=C1)NC(C1=CC=C(C=C1)N)=O)C1=C(C=C(C=C1)NC(C1=CC=C(C=C1)N)=O)C N,N'-(2,2'-dimethyl[1,1'-biphenyl]-4,4'-diyl)bis[4-amino-benzamide]